C(=O)O.CN(CCC1=CN(C2=CC=CC=C12)C(=O)OCC(COC(C(C)(C)C)=O)(C)C)C 2,2-Dimethyl-3-(pivaloyloxy)-propyl 3-(2-(dimethylamino)-ethyl)-1H-indole-1-carboxylate formate